C12CN(CC(CC1)N2)C(CN2C(=C(C1=CC(=CC(=C21)C)Cl)C(=O)NCC2=CC(=CC=C2)S(=O)(=O)N2N=C(N=C2)C2CC2)C2CC2)=O 1-(2-(3,8-diazabicyclo[3.2.1]octan-3-yl)-2-oxoethyl)-5-chloro-2-cyclopropyl-N-(3-((3-cyclopropyl-1H-1,2,4-triazol-1-yl)sulfonyl)benzyl)-7-methyl-1H-indole-3-carboxamide